N1CC(C1)CN1C(C(N(C(C1([2H])[2H])([2H])[2H])C=1C(=C2C(N(C(C2=C(C1)F)=O)C1C(NC(CC1)=O)=O)=O)F)([2H])[2H])([2H])[2H] 5-(4-(azetidin-3-ylmethyl)piperazin-1-yl-2,2,3,3,5,5,6,6-d8)-2-(2,6-dioxopiperidin-3-yl)-4,7-difluoroisoindoline-1,3-dione